(R)-benzoyl 4-formyl-2,2-dimethyloxazolidine-3-carboxylate C(=O)[C@@H]1N(C(OC1)(C)C)C(=O)OC(C1=CC=CC=C1)=O